C(=O)(O)C1=C(C=CC=C1)S(=O)(=O)O o-carboxybenzenesulfonic acid